(S)-(4,4-difluorocyclohexyl)(6-(2-methyl-2H-pyrazolo[3,4-b]pyridin-5-yl)thieno[2,3-b]pyridin-2-yl)methanol FC1(CCC(CC1)[C@H](O)C1=CC=2C(=NC(=CC2)C2=CC=3C(N=C2)=NN(C3)C)S1)F